4-amino-3-chloro-N-methylbenzamide NC1=C(C=C(C(=O)NC)C=C1)Cl